2-((2,6-dichlorophenyl)sulfinyl)-1-(5-(5-(trifluoromethyl)-1,2,4-oxadiazol-3-yl)pyridin-2-yl)ethan-1-one ClC1=C(C(=CC=C1)Cl)S(=O)CC(=O)C1=NC=C(C=C1)C1=NOC(=N1)C(F)(F)F